2-{1-[2',6'-bis(benzyloxy)-[3,3'-bipyridyl]-6-yl]piperidin-4-yl}acetic acid tert-butyl ester C(C)(C)(C)OC(CC1CCN(CC1)C1=CC=C(C=N1)C=1C(=NC(=CC1)OCC1=CC=CC=C1)OCC1=CC=CC=C1)=O